O=C1N(C(C=C1)=O)CC(=O)N[C@@H](CCNC(CCOCCOCCOCCOCCOCCOCCOCCOC)=O)C(N[C@H](C(N[C@@H](C)CCCNC(=O)N)=O)C(C)C)=O (30S,33S,36S)-30-(2-(2,5-dioxo-2,5-dihydro-1H-pyrrol-1-yl)acetamido)-33-isopropyl-26,31,34-trioxo-36-(3-ureidopropyl)-2,5,8,11,14,17,20,23-octaoxa-27,32,35-triazaheptatriacontan